C1OC2=C(C=CC=C2O1)B(O)O 2,3-METHYLENEDIOXYPHENYLBORONIC ACID